pyridin-4-Yl triflate O(S(=O)(=O)C(F)(F)F)C1=CC=NC=C1